C(C=C)(=O)OC(C(C)C)[Si](Cl)(Cl)Cl acryloxyisobutyltrichlorosilane